[Methacrylic acid] Methyl-methacrylate COC(C(=C)C)=O.C(C(=C)C)(=O)O